(N-p-fluorobenzoyl-L-phenylalanyl)-L-phenylalaninol FC1=CC=C(C(=O)N[C@@H](CC2=CC=CC=C2)C(=O)N[C@@H](CC2=CC=CC=C2)CO)C=C1